NCC(CCCN)CN 4-(aminomethyl)pentane-1,5-diamine